bromo-6,6-dimethyl-2-hepten-4-yne BrCC=CC#CC(C)(C)C